COC(=O)C1=CC=C2C(N1)=CC(=N2)C2=C(C(=CC=C2)Br)C (3-bromo-2-methylphenyl)Pyrrolo[4,5-b]pyridine-5-carboxylic acid methyl ester